COC=1C=C(C=CC1C=1C=C2C(=NC1)NC=C2)NC(=O)C=2OC1=C(C2)C=CC=C1 N-(3-methoxy-4-(1H-pyrrolo[2,3-b]pyridin-5-yl)phenyl)benzofuran-2-carboxamide